C(C)(C)C1=CC=C2C(=NC(=NC2=C1)N1CC2(CN(C2)C(=O)OC(C)(C)C)CC1)N[C@H](CC(=O)NC)CC(C)C tert-butyl (S)-6-(7-isopropyl-4-((5-methyl-1-(methylamino)-1-oxohexan-3-yl)amino)quinazolin-2-yl)-2,6-diazaspiro[3.4]octane-2-carboxylate